N1N=C(C=C1)C(=O)O.N1N=CC=C1 pyrazole (pyrazolate)